COC(C1=CC=CC(=C1)NS(=O)C)=O 5-(methylsulfinylamino)benzoic acid methyl ester